NC=1C2=C(N=CN1)C(=NC(=C2)N(C)CC2CC2)C=2C(=C(C=CC2C)O)C (R)-3-(4-amino-6-((cyclopropylmethyl)(methyl)amino)pyrido[3,4-d]pyrimidin-8-yl)-2,4-dimethylphenol